7-bromospiro[chroman-2,1'-cyclohexane]-4'-one BrC1=CC=C2CCC3(CCC(CC3)=O)OC2=C1